N-hydroxyheptylsuccinimide 2-cyclohexylsuccinate C1(CCCCC1)C(C(=O)O)CC(=O)O.OCCCCCCCN1C(CCC1=O)=O